SCCC(=O)O (3-mercapto)propionic acid